(2S,3R)-methyl 2-(((benzyloxy)carbonyl)amino)-3-((tetrahydro-2H-pyran-4-yl)methoxy)butanoate C(C1=CC=CC=C1)OC(=O)N[C@H](C(=O)OC)[C@@H](C)OCC1CCOCC1